[6-(3-cyclopropyl-1,2,4-triazol-1-yl)-2-azaspiro[3.3]heptan-2-yl]-[6-[[3-(difluoromethyl)-5-methyl-pyrazol-1-yl]methyl]-2-azaspiro[3.3]heptan-2-yl]methanone C1(CC1)C1=NN(C=N1)C1CC2(CN(C2)C(=O)N2CC3(C2)CC(C3)CN3N=C(C=C3C)C(F)F)C1